(R)-2-(4-methoxy-3-(methyl(2-methyl-4-((1-(3-Nitro-5-(trifluoromethyl)phenyl)ethyl)amino)quinazolin-6-yl)amino)phenyl)-N,N-dimethylacetamide COC1=C(C=C(C=C1)CC(=O)N(C)C)N(C=1C=C2C(=NC(=NC2=CC1)C)N[C@H](C)C1=CC(=CC(=C1)C(F)(F)F)[N+](=O)[O-])C